CS(=O)(=O)NCCON(C(=O)[C@@H]1C=C2C=3C=CC=C4NC=C(C[C@H]2[NH+](C1)C)C34)C(C)C (4R,6R,7R)-4-[(2-methanesulfonamidoethoxy)(propan-2-yl)carbamoyl]-6-methyl-6,11-diazatetracyclo[7.6.1.02,7.012,16]hexadeca-1(16),2,9,12,14-pentaen-6-ium